FC(C)C=1C=C(C=2N(C1)C(=CN2)C(C)C)NC2CCN(CC2)C[C@@H]2CN(CCO2)C(C=C)=O 1-[(2R)-2-[[4-[[6-(1-fluoroethyl)-3-isopropyl-imidazo[1,2-a]pyridin-8-yl]amino]-1-piperidinyl]methyl]morpholin-4-yl]prop-2-en-1-one